CN(C(OCC1=CC=C(C=C1)NC([C@H](C)NC([C@H](C(C)C)NC(CCN1C(C=CC1=O)=O)=O)=O)=O)=O)CCNC 4-((S)-2-((S)-2-(3-(2,5-dioxo-2,5-dihydro-1H-pyrrol-1-yl)propanamido)-3-methylbutanamido)propanamido)benzyl methyl(2-(methylamino)ethyl)carbamate